8-fluoro-7-(7-fluoro-3-(methoxymethoxy)-8-((triisopropylsilyl)ethynyl)naphthalen-1-yl)-5-((S)-2-methylazetidin-1-yl)-2-(methylsulfinyl)pyrido[4,3-d]pyrimidine FC1=C(N=C(C2=C1N=C(N=C2)S(=O)C)N2[C@H](CC2)C)C2=CC(=CC1=CC=C(C(=C21)C#C[Si](C(C)C)(C(C)C)C(C)C)F)OCOC